N-salicylidenepropylamine C(C=1C(O)=CC=CC1)=NCCC